ethylene (bis(tetrabromophthalate)) imide BrC=1C(=C(C(=C(C1C(=O)OCCOC(C=1C(C(=O)[O-])=C(C(=C(C1Br)Br)Br)Br)=N)C(=O)[O-])Br)Br)Br